COC(CC(CC(=O)O)(C)C)=O 5-methoxy-3,3-dimethyl-5-oxopentanoic acid